1-(7-bromo-5-chloro-1H-pyrazolo[4,3-b]pyridin-1-yl)ethan-1-one BrC1=C2C(=NC(=C1)Cl)C=NN2C(C)=O